FC=1C(=NNC1)C(C)(C)NC(CC)=O N-(2-(4-fluoro-1H-pyrazol-3-yl)propan-2-yl)propionamide